1-(2,4-difluorophenyl)pyrazolo[3,4-d]pyrimidin FC1=C(C=CC(=C1)F)N1N=CC=2C1=NC=NC2